3-(3,6-di-tert-butyl-9H-carbazol-9-yl)-3'-fluoro-5-(2,4,4-trimethylpent-2-yl)-[1,1'-biphenyl] C(C)(C)(C)C=1C=CC=2N(C3=CC=C(C=C3C2C1)C(C)(C)C)C=1C=C(C=C(C1)C(C)(CC(C)(C)C)C)C1=CC(=CC=C1)F